C(C1=CC=CC=C1)OC=1C=C2C(=C(N(C2=CC1)CC1=CC=C(C=C1)CCO)C1=C(C=CC=C1C)C)F 2-(4-((5-(benzyloxy)-2-(2,6-dimethylphenyl)-3-fluoro-1H-indol-1-yl)methyl)phenyl)ethan-1-ol